N-(4-(7-fluoro-1,3,4,5-tetrahydro-2H-benzo[c]azepine-2-yl)-2,3,6-trimethyl-Phenyl)-3,3-dimethylbutanamide FC1=CC2=C(CN(CCC2)C2=C(C(=C(C(=C2)C)NC(CC(C)(C)C)=O)C)C)C=C1